O1C(=NC2=C1C=CC=C2)NC=2OC1=C(N2)C=C(C=C1)[C@H](C(=O)N(C)CCOCCO)C (R)-2-(2-(benzo[d]oxazol-2-ylamino)benzo[d]oxazol-5-yl)-N-(2-(2-hydroxyethoxy)ethyl)-N-methylpropanamide